(Z)-4-methyl-5-((triisopropylsilyl)methylene)furan-2(5H)-one CC/1=CC(O\C1=C/[Si](C(C)C)(C(C)C)C(C)C)=O